Ethyl 1-(pyridin-4-yl)-1H-pyrazole-3-carboxylate N1=CC=C(C=C1)N1N=C(C=C1)C(=O)OCC